tert-butyl-((2R,3R)-3-(fluoromethyl)morpholin-2-yl)((S)-1-(4-fluorophenyl)-3,4-dihydroisoquinolin-2(1H)-yl)methanone bis(2,2,2-trifluoroethyl)methylphosphonate FC(COP(OCC(F)(F)F)(=O)C)(F)F.C(C)(C)(C)[C@]1(N(CCC2=CC=CC=C12)C(=O)[C@H]1[C@@H](NCCO1)CF)C1=CC=C(C=C1)F